C1(CC1)CC(=O)Cl 2-cyclopropylacetyl chloride